3-(Bis(tert-butoxycarbonyl)amino)propionic Acid C(C)(C)(C)OC(=O)N(CCC(=O)O)C(=O)OC(C)(C)C